FC(S(=O)(=O)C(S(=O)(=O)C(F)(F)F)[Li])(F)F bis(trifluoromethylsulfonyl)methyllithium